1,2-diethynylbenzene C(#C)C1=C(C=CC=C1)C#C